O=S1(CCN(CC1)C=1C2=C(N=CN1)NC(=C2)C2=CC=C(C=C2)NC=2C=NC(=NC2)N2CCN(CC2)C(C=C)=O)=O 1-(4-(5-((4-(4-(1,1-dioxidothiomorpholino)-7H-pyrrolo[2,3-d]pyrimidin-6-yl)phenyl)amino)pyrimidin-2-yl)piperazin-1-yl)prop-2-en-1-one